(2R,6R)-4-({2-[(6-chloropyridin-3-yl)oxy]-6-fluorophenyl}methyl)-6-methyl-1-(2-methylpropanoyl)-N-{[4-(pyrimidin-2-yl)phenyl]methyl}piperazine-2-carboxamide ClC1=CC=C(C=N1)OC1=C(C(=CC=C1)F)CN1C[C@@H](N([C@@H](C1)C)C(C(C)C)=O)C(=O)NCC1=CC=C(C=C1)C1=NC=CC=N1